dibenzocycloundecan-3-one C=1CC(C=C2CCCCCCCC3=C(C21)C=CC=C3)=O